FC1=CC=C(OC2=C(C(=O)NC3=CC(=CC=C3)S(N)(=O)=O)C=C(C=C2)C(F)(F)F)C=C1 2-(4-fluorophenoxy)-N-(3-sulfamoylphenyl)-5-(trifluoromethyl)benzamide